COCCOC1=CC2=C(N=C(O2)NC2=NC3=C(N2C)C=CC(=C3)C(=O)NCCOC)C=C1 2-((6-(2-methoxyethoxy)benzo[d]oxazol-2-yl)amino)-N-(2-methoxyethyl)-1-methyl-1H-benzo[d]imidazole-5-carboxamide